C(C1=CC=CC=C1)OC1=C(C(=NC(=C1)[C@@H]1O[C@]([C@H]([C@H]1C1=C(C(=C(C=C1)F)F)OC)C)(C(F)(F)F)C)C)S(=O)(=NC)C |o1:14,16,17,18| (4-(benzyloxy)-6-((2R*,3S*,4S*,5R*)-3-(3,4-difluoro-2-methoxyphenyl)-4,5-dimethyl-5-(trifluoromethyl)tetrahydrofuran-2-yl)-2-methylpyridin-3-yl)(methyl)(methylimino)-λ6-sulfanone